C(#N)C1(CC1)NC(=O)[C@H]1N(C[C@@H](C1)S(=O)(=O)C1=C(C=C(C=C1)N1N=C(N=N1)C)C(F)(F)F)C(=O)C1(CC1)C(F)(F)F (2S,4R)-4-[4-(5-methyl-tetrazol-2-yl)-2-trifluoromethyl-benzenesulfonyl]-1-(1-trifluoromethyl-cyclopropanecarbonyl)-pyrrolidine-2-carboxylic acid (1-cyano-cyclopropyl)-amide